N1(C=NC=C1)NC1=CC=CC(=C1)C(F)(F)F (1H-imidazol-1-yl)-5-(trifluoromethyl)aniline